4-Ethyl-3,6-dimethyl-octan-4-ol C(C)C(C(CC)C)(CC(CC)C)O